C1(=CC=CC=C1)N1C=2C=CC=CC2NC2=CC=CC=C12 5,10-dihydro-5-phenylphenazine